4-((6-((R)-3-(4-amino-3-(4-phenoxyphenyl)-1H-pyrazolo[3,4-d]pyrimidin-1-yl)piperidine-1-yl)hexyl)thio)-2-(2,6-dioxopiperidin-3-yl)isoindoline-1,3-dione NC1=C2C(=NC=N1)N(N=C2C2=CC=C(C=C2)OC2=CC=CC=C2)[C@H]2CN(CCC2)CCCCCCSC2=C1C(N(C(C1=CC=C2)=O)C2C(NC(CC2)=O)=O)=O